O=C1C2(C=3C(=NC=CC3)N1)CC1=C(N=C(S1)C(=O)O)C2 2'-oxo-1',2',4,6-tetrahydrospiro[cyclopenta[d]thiazole-5,3'-pyrrolo[2,3-b]pyridine]-2-carboxylic acid